(R)-3-((4-bromo-6-chloro-3-((4-methoxybenzyl)oxy)pyridin-2-yl)oxy)propane-1,2-diol BrC1=C(C(=NC(=C1)Cl)OC[C@@H](CO)O)OCC1=CC=C(C=C1)OC